4,4'-diamino-anti-stilbene NC1=CC=C(C=C1)C=CC1=CC=C(C=C1)N